NC(C=O)C(C)O 2-amino-3-hydroxybutanal